7-((diethoxyphosphoryl)methyl)-5-hydroxy-2-naphthoic acid methyl ester COC(=O)C1=CC2=CC(=CC(=C2C=C1)O)CP(=O)(OCC)OCC